O[C@H](CN1[C@@H](C[C@@H](C1)COC=1C=NC(=C(C1)C)S(=O)(=O)C)C)C=1C=C(C#N)C=CC1 3-[(1S)-1-hydroxy-2-[(2R,4S)-4-{[(6-methanesulfonyl-5-methylpyridin-3-yl)oxy]methyl}-2-methylpyrrolidin-1-yl]ethyl]benzonitrile